ClC(C1=NC(=NO1)C1=CC=C(CNC=2C(C(C2NC2=CC=C(C=C2)F)=O)=O)C=C1)(F)F 3-((4-(5-(chlorodifluoromethyl)-1,2,4-oxadiazol-3-yl)benzyl)amino)-4-((4-fluorophenyl)amino)cyclobut-3-ene-1,2-dione